3-(3-Hydroxyphenyl)-N-(1-Propyl)Piperidine OC=1C=C(C=CC1)C1CN(CCC1)CCC